C1(=CC(=CC=C1)C[C@@H]1N(CC2(CC2)[C@@H]1NS(=O)(=O)C1CC1)C(=O)[C@@H]1OCC1)C1=CC=CC=C1 N-((6S,7S)-6-([1,1'-biphenyl]-3-ylmethyl)-5-((R)-oxetane-2-carbonyl)-5-azaspiro[2.4]heptan-7-yl)cyclopropanesulfonamide